3-Amino-6-bromo-5-trifluoromethyl-pyrazine-2-carboxylic acid (3-methyl-2-morpholin-4-yl-butyl)-amide CC(C(CNC(=O)C1=NC(=C(N=C1N)C(F)(F)F)Br)N1CCOCC1)C